(2S)-2-({[(9H-fluoren-9-yl)methoxy]carbonyl}amino)-3-(7-fluoro-1H-indol-3-yl)propanoic acid C1=CC=CC=2C3=CC=CC=C3C(C12)COC(=O)N[C@H](C(=O)O)CC1=CNC2=C(C=CC=C12)F